ClC1=CC(=C(C=C1)C1=CC(=CC=C1)C1=CC=CC=2C3=CC=CC=C3NC12)C=1C2=CC=CC=C2C=2C=CC=CC2C1 (4'-chloro-2'-(phenanthr-9-yl)-[1,1'-biphenyl]-3-yl)-9H-carbazole